OC1(CCN(CCC1)C(=O)OC(C)(C)C)C(F)(F)F 2-methylpropan-2-yl 4-hydroxy-4-(trifluoromethyl)azepane-1-carboxylate